ClC1=C(CN(C)C)C=CC=C1 ortho-chlorobenzyl-dimethyl-amine